4-benzyloxy-2-methyl-benzaldehyde C(C1=CC=CC=C1)OC1=CC(=C(C=O)C=C1)C